ClC1=C2C(N(C(NC2=C(C=C1)S(=O)(=O)C1=CSC=C1)=O)O)=O 5-chloro-3-hydroxy-8-(thien-3-ylsulfonyl)quinazoline-2,4(1H,3H)-dione